phenylchromone C1=CC=C(C=C1)C2=CC(=O)C3=CC=CC=C3O2